C(C)(C)(C)C=1C=C(CC(C(=O)OCCCCCC(C)C)S)C=C(C1O)C(C)(C)C isooctyl 3,5-di-tert-butyl-4-hydroxybenzyl-mercapto-acetate